Spiro[9H-fluoren-9,7'(1'H)-indeno[1,2-a]carbazol] C1C=CC=C2C=3C=CC4=C(C3N=C12)C1=CC=CC=C1C41C4=CC=CC=C4C=4C=CC=CC41